C(C1=CC=CC=C1)O[C@]1(C2=NN=C(C=3C(=CC(=C(O[C@@H](CC4CC4CC1)C)N3)C(F)(F)F)N)O2)C(F)(F)F (6R,13R)-6-benzyloxy-13-methyl-6,16-bis(trifluoromethyl)-14,20-dioxa-3,4,19-triazatetracyclo[13.3.1.12,5.09,11]eicosa-1(19),2,4,15,17-pentaen-18-amine